The molecule is an organophosphate oxoanion obtained by deprotonation of the phosphate OH groups and protonation of the amino group of validoxylamine A 7'-phosphate; major species at pH 7.3. It is a conjugate base of a validoxylamine A 7'-phosphate. C1[C@@H]([C@H]([C@@H]([C@H]([C@H]1[NH2+][C@H]2C=C([C@H]([C@@H]([C@H]2O)O)O)CO)O)O)O)COP(=O)([O-])[O-]